NCCCC=1C=C(C(=O)OC)C=C(C1)OCC1CCCCC1 methyl 3-(3-aminopropyl)-5-(cyclohexylmethoxy)benzoate